(S,E)-1-(3-(Tetrahydrothiophen-3-yl)oxy-4-difluoromethoxystyryl)-2,6-dimethylpyridin-4(1H)-on S1C[C@H](CC1)OC=1C=C(/C=C/N2C(=CC(C=C2C)=O)C)C=CC1OC(F)F